FC=1C(=C(C=CC1)C1=CC=CC=C1)C(F)(F)F 3-fluoro-2-(trifluoromethyl)-1,1'-biphenyl